The molecule is also published in: https://doi.org/10.1007/BF02898308, Asmer, et al. (1988) Microbial production, structure elucidation, and bioconversion of sophorose lipids. JAOCS, 65: 1460-1466. CC(CCCCCC/C=C\\CCCCCCCC(=O)[O-])O[C@H]1[C@@H]([C@H]([C@@H]([C@H](O1)COC(=O)C)O)O)O[C@H]2[C@@H]([C@H]([C@@H]([C@H](O2)COC(=O)C)O)O)O